C(#N)C1=CC(=CC=2N=C(OC21)C=2C(=C(C=CC2)C2=C(C(=CC=C2)C=2SC1=C(N2)CN(C1)C(CN(C)C)=O)C)C)CN1CC(CC1)C(=O)O 1-((7-cyano-2-(3'-(5-(2-(dimethylamino)acetyl)-5,6-dihydro-4H-pyrrolo[3,4-d]thiazol-2-yl)-2,2'-dimethylbiphenyl-3-yl)benzo[d]oxazol-5-yl)methyl)pyrrolidine-3-carboxylic acid